6-(chloromethyl)picolinic acid ClCC1=CC=CC(=N1)C(=O)O